IC1=NN(C=C1)C(=O)OC(C)(C)C tert-butyl 3-iodopyrazole-1-carboxylate